C(CCC)C1N(S(C2=C(N(C1)C1=CC=CC=C1)C=C(C(=C2)O)SCC)(=O)=O)CC2=CC=C(C=C2)OC 3-butyl-7-(ethylsulfanyl)-8-hydroxy-2-(4-methoxybenzyl)-5-phenyl-2,3,4,5-tetrahydro-1,2,5-benzothiadiazepine 1,1-dioxide